C(C)(C)(C)OC(=O)N1CCC=2C=C(C(=NC2C1)OCC1=C(C=C(C=C1)Cl)F)C(C)C ((4-chloro-2-fluorobenzyl)oxy)-3-isopropyl-5,8-dihydro-1,7-naphthyridine-7(6H)-carboxylic acid tert-butyl ester